3,3-dimethyl-1-cyclohexene CC1(C=CCCC1)C